FC(C(=O)N[C@@H](C)C(NC1C(N(C=C(C=C1)C1=CC=CC=C1)C)=O)=O)C(C)C 2-fluoro-3-methyl-N-[(S)-1-(1-methyl-2-oxo-6-phenyl-2,3-dihydro-1H-azepin-3-ylcarbamoyl)-ethyl]-butyramide